COC=1C=C2C=C(NC2=CC1OC)C(=O)OCC ethyl 5,6-dimethoxyindole-2-carboxylate